(3-(2,6-dioxopiperidin-3-yl)-2-methylquinolin-7-yl)methyl (3-(tert-butyl)-1,2,4-oxadiazol-5-yl)carbamate C(C)(C)(C)C1=NOC(=N1)NC(OCC1=CC=C2C=C(C(=NC2=C1)C)C1C(NC(CC1)=O)=O)=O